CS(=O)(=O)N1C2C=C(CC1CC2)B2OC(C(O2)(C)C)(C)C 8-(Methylsulfonyl)-3-(4,4,5,5-tetramethyl-1,3,2-dioxaborolan-2-yl)-8-azabicyclo[3.2.1]-oct-2-ene